C=12C3=CC=NC(CCC(NCCCCC4=CC=C(NN1)C2=C4)=O)=N3 5,10,19,20,23-pentaazatetracyclo[13.5.2.12,6.018,21]tricosa-1(20),2,4,6(23),15,17,21-heptaen-9-one